OCC1=NC(=CC2=C1NC1=CC=CC=C21)C(=O)OC methyl 1-(hydroxymethyl)-9H-pyrido[3,4-b]indole-3-carboxylate